C(C)(C)(C)OC(CCNC(C1=CN=C(C(=C1)C#N)S(=O)(=O)C)=O)=O.C(C)(C)(C)C1=CC=C(C(=O)NC(NC2=CC=C(C=C2)NC(C2=CC=C(C=C2)CCCC)=O)=S)C=C1 4-(tert-butyl)-N-((4-(4-butylbenzoylamino)phenyl)thiocarbamoyl)benzamide tert-butyl-3-(5-cyano-6-(methylsulfonyl)nicotinamido)propanoate